trans-stilbene-3,3',5,5'-tetracarboxylate C1(=CC(=CC(=C1)C(=O)[O-])C(=O)[O-])\C=C\C1=CC(=CC(=C1)C(=O)[O-])C(=O)[O-]